CN(C)CC=1C(=NN(C1)C1=NC(=NC=C1)NC1=C(C=C(C(=C1)C)N1CCC(CC1)N1CCN(CC1)C)OC)C1=CC=CC=C1 4-(4-((dimethylamino)methyl)-3-phenyl-1H-pyrazol-1-yl)-N-(2-methoxy-5-methyl-4-(4-(4-methylpiperazin-1-yl)piperidin-1-yl)phenyl)pyrimidin-2-amine